(R)-4-(3-(Dimethylamino)-3-(3-(trifluoromethyl)-phenethyl)piperidin-1-yl)-2-fluoro-6-methyl-N-(pyrimidin-4-yl)benzenesulfonamide CN([C@]1(CN(CCC1)C1=CC(=C(C(=C1)C)S(=O)(=O)NC1=NC=NC=C1)F)CCC1=CC(=CC=C1)C(F)(F)F)C